2-chloro-6-methylpyrimidin-4-carbonitrile ClC1=NC(=CC(=N1)C#N)C